7-bromo-3-ethyl-5-fluoro-2-(oxetan-3-ylmethyl)-1,2,3,4-tetrahydroisoquinoline BrC1=CC(=C2CC(N(CC2=C1)CC1COC1)CC)F